ClC1=C(C#N)C=C(C=N1)C=O 2-CHLORO-5-FORMYL-NICOTINONITRILE